2-bromo-5-[4-(3-ethylheptyl)-2-fluorophenyl]thiophene tert-butyl-4-(8-((3,5-bis(trifluoromethyl)phenyl)amino)-2-(tert-butylamino)-9H-purin-9-yl)piperidine-1-carboxylate C(C)(C)(C)OC(=O)N1CCC(CC1)N1C2=NC(=NC=C2N=C1NC1=CC(=CC(=C1)C(F)(F)F)C(F)(F)F)NC(C)(C)C.BrC=1SC(=CC1)C1=C(C=C(C=C1)CCC(CCCC)CC)F